ClCCC1(CC1)O 1-(2-chloroethyl)cyclopropan-1-ol